8-(9-Fluorenylmethyloxycarbonyl-amino)-3,6-dioxaoctanoic acid C1=CC=CC=2C3=CC=CC=C3C(C12)COC(=O)NCCOCCOCC(=O)O